(R)-2-((1-(2-cyano-7-methyl-3-(3-(trifluoromethyl)azetidin-1-yl)quinoxalin-5-yl)ethyl)amino)benzoic acid C(#N)C1=NC2=CC(=CC(=C2N=C1N1CC(C1)C(F)(F)F)[C@@H](C)NC1=C(C(=O)O)C=CC=C1)C